BrC1=CC(=C(C=C1)N1C[C@@H](C[C@@H](C1)C)C)F (3R,5S)-1-(4-bromo-2-fluorophenyl)-3,5-dimethylpiperidine